CC1=C(C=C(C#N)C=C1)C=1SC=2C=NC(=CC2N1)NC1=NC(=CC(=C1)C)O[C@@H]1CNCC1 4-Methyl-3-(6-{[4-methyl-6-((3S)-pyrrolidin-3-yloxy)pyridin-2-yl]amino}-[1,3]thiazolo[5,4-c]pyridin-2-yl)benzonitrile